C(C1=CC=CC=C1)C=1NC(=NN1)C(=O)NC1=NC=CC(=C1)C1=C(C=CC(=C1)S(=O)(=O)CCCC(C)(C)O)C 5-benzyl-N-(4-(5-((4-hydroxy-4-methylpentyl)sulfonyl)-2-methylphenyl)pyridin-2-yl)-4H-1,2,4-triazole-3-carboxamide